FC1=CC(=C(NC1=O)C)N1CN(C2=C(C1=O)C=C(N=C2)C(F)(F)F)C2=C(C=C(C=C2)OC(F)(F)F)C 3-(5-fluoro-2-meth-yl-6-oxo-1,6-dihydropyridin-3-yl)-1-(2-methyl-4-(trifluoromethoxy)-phenyl)-6-(tri-fluoromethyl)-2,3-dihydropyrido[3,4-d]pyrimidin-4(1H)-one